ClC1=CC2=C(NC(O[C@@]2(C(C)(F)F)C#CC2CC2)=O)C=C1CN1C=NC(=CC1=O)C (S)-6-chloro-4-(cyclopropylethynyl)-4-(1,1-difluoroethyl)-7-((4-methyl-6-oxopyrimidin-1(6H)-yl)methyl)-1,4-dihydro-2H-benzo[d][1,3]oxazin-2-one